NC1=NC(=CC(=N1)N1CCC2(C[C@H](NC2)C(=O)OCC)CC1)O[C@@H](C(F)(F)F)C1=C(C=C(C=C1)Br)C1=CC=CC=C1 (S)-ethyl 8-(2-amino-6-((R)-1-(5-bromo-[1,1'-biphenyl]-2-yl)-2,2,2-trifluoroethoxy)pyrimidin-4-yl)-2,8-diazaspiro[4.5]decane-3-carboxylate